1,1'-(5-bromo-1,3-phenylene)dinaphthalen BrC=1C=C(C=C(C1)C1=CC=CC2=CC=CC=C12)C1=CC=CC2=CC=CC=C12